COC(=O)C1=C(C(=NS1)C1=NC=CC=C1Cl)C(F)(F)F.NC=1C=C(C(=O)NCC=2C=NC=CC2)C=CC1C 3-amino-4-methyl-N-(pyridin-3-ylmethyl)benzamide methyl-3-(3-chloropyridin-2-yl)-4-(trifluoromethyl)isothiazole-5-carboxylate